NC(COC=1C(=C2CC(CC2=C(C1)F)CNCCC1CN(C(O1)=O)C1=NC2=C(OCC(N2)=O)N=C1)F)(C)C 6-[5-[2-[[5-(2-amino-2-methylpropoxy)-4,7-difluoro-2,3-dihydro-1H-inden-2-yl]methylamino]ethyl]-2-oxo-1,3-oxazolidin-3-yl]-4H-pyrazino[2,3-b][1,4]oxazin-3-one